N[C@@H](CCCNC(N)=N)C(=O)NCC(=O)O L-arginylglycine